ClC=1C(=CC(=C(C1)NC(=O)[C@H]1N(C[C@@](C1)(C)O)C(=O)[O-])F)F (2S,4S)-2-((5-chloro-2,4-difluorophenyl) aminocarbonyl)-4-hydroxy-4-methylpyrrolidine-1-carboxylate